7-Methyl-6-oxo-5,6-dihydropyrido[3,2-e]pyrrolo[1,2-a]pyrazine-3-carboxylic acid methyl ester COC(=O)C1=CC=2NC(C=3N(C2N=C1)C=CC3C)=O